dotriacontanic acid C(CCCCCCCCCCCCCCCCCCCCCCCCCCCCCCC)(=O)O